C=1N=CN2C1C1=CC=CC=C1C2C2C(C1(CN(C1)S(=O)(=O)C)C2)O 6-(5H-Imidazo[5,1-a]isoindol-5-yl)-2-(methylsulfonyl)-2-azaspiro[3.3]heptan-5-ol